COC(CCN(C(=O)N)C=1C=C(C(=NC1)N1CCN(CC1)C(=O)OCC1=CC=CC=C1)C(F)(F)F)=O benzyl 4-(5-(1-(3-methoxy-3-oxopropyl)ureido)-3-(trifluoromethyl)pyridin-2-yl)piperazine-1-carboxylate